3,4-Dimethoxyamphetamine hydrochloride Cl.COC=1C=C(CC(N)C)C=CC1OC